2-((4-(2-(4-chloro-2-fluorophenyl)-3,3-difluoro-2-methyl-2,3-dihydrobenzofuran-7-yl)piperidin-1-yl)methyl)-1-(((S)-oxetan-2-yl)methyl)-1H-benzo[d]imidazole-6-carboxylic acid ClC1=CC(=C(C=C1)C1(OC2=C(C1(F)F)C=CC=C2C2CCN(CC2)CC2=NC1=C(N2C[C@H]2OCC2)C=C(C=C1)C(=O)O)C)F